4-(2-chloro-4-(methylsulfonyl)benzyl)-N-hydroxy-3,4-dihydro-2H-benzo[b][1,4]oxazine-6-carboxamide ClC1=C(CN2C3=C(OCC2)C=CC(=C3)C(=O)NO)C=CC(=C1)S(=O)(=O)C